2-(5-chloro-2-thienyl)-2-methyl-propan-1-ol ClC1=CC=C(S1)C(CO)(C)C